COC(CNC1=CC(=CC=C1)N1N=C(C=C1C)C)=O (3-(3,5-dimethyl-1H-pyrazol-1-yl)phenyl)glycine methyl ester